C(C1=CC=CC=C1)N1C2=C(OCC1)C(=C(C(=C2)Cl)OC)C(=O)OC Methyl 4-benzyl-6-chloro-7-methoxy-3,4-dihydro-2H-benzo[b][1,4]oxazine-8-carboxylate